1-(2-chlorophenyl)-(R)-1-(methoxymethoxy)propan-2-one ClC1=C(C=CC=C1)[C@H](C(C)=O)OCOC